2-bromo-4,6-dimethoxypyrimidine BrC1=NC(=CC(=N1)OC)OC